3-[4-[4-[6-Chloro-4-(trifluoromethyl)-2-pyridyl]piperazin-1-yl]sulfonylphenyl]-5-[(pyrrolidin-3-ylamino)methyl]oxazolidin-2-one ClC1=CC(=CC(=N1)N1CCN(CC1)S(=O)(=O)C1=CC=C(C=C1)N1C(OC(C1)CNC1CNCC1)=O)C(F)(F)F